FC1=CC=CC=2N=C(OC21)[C@H]2N(CCC1=C2N=CN1)C(CCC1=CN=CS1)=O (S)-1-(4-(7-fluorobenzo[d]oxazol-2-yl)-6,7-dihydro-1H-imidazo[4,5-c]pyridin-5(4H)-yl)-3-(thiazol-5-yl)propan-1-one